OC(=O)C(F)(F)F.C[C@@H]1N([C@@H](CNC1)C)C(C(C)C)=O 1-(cis-2,6-dimethyl-piperazin-1-yl)-2-methylpropan-1-one TFA salt